C(C)SP(=S)(OCC)[O-].[Mo+] molybdenum diethyldithiophosphate